BrC1=C(C=CC=C1)[C@@H](O)C1=CC=C(C=C1)OC (S)-(2-bromophenyl)(4-methoxyphenyl)methanol